ClC1=C(C(=CC=C1Cl)F)C1(CN(C1)C(=O)OC(C)(C)C)NC=1C=C2C(N(C=NC2=C(C1)F)C(C)C)=O tert-butyl 3-(2,3-dichloro-6-fluorophenyl)-3-(8-fluoro-3-isopropyl-4-oxo-3,4-dihydro-6-quinazolinylamino)-1-azetidinecarboxylate